CN(S(=O)(=O)C1=CC=C(C=C1)CCC(CC(=O)[O-])=O)C 3-[4-(dimethylsulphamoyl) phenyl]Ethyl-3-oxopropanoate